ClC=1C=NC(=NC1)N1CCC(CC1)[C@H](C)OC1=NN2C(S1)=NC(=C2)C2=CC=C(C=C2)S(=O)(=O)C 2-((S)-1-(1-(5-chloropyrimidin-2-yl)piperidin-4-yl)ethoxy)-6-(4-(methylsulfonyl)phenyl)imidazo[2,1-b][1,3,4]thiadiazol